BrC1=C(C(=NC=C1)F)F 4-bromo-2,3-difluoro-pyridine